3-chloro-N-[(1r,3s)-3-{[6-chloro-2-(trifluoromethyl)quinolin-4-yl]amino}cyclohexyl]-1-(fluoromethyl)-1H-pyrazole-4-carboxamide ClC1=NN(C=C1C(=O)N[C@H]1C[C@H](CCC1)NC1=CC(=NC2=CC=C(C=C12)Cl)C(F)(F)F)CF